ClC=1C=C(C=C(C1)OC)C1=NNC2=NC(=CN=C21)N2CCC(CC2)(C)CN (1-(3-(3-chloro-5-methoxyphenyl)-1H-pyrazolo[3,4-b]-pyrazin-6-yl)-4-methylpiperidin-4-yl)methanamine